CN1N=CC(=C1)C(=O)NC1=CC2=C(C=N1)C=C(N2)C2=NC(=NC=C2)OCC(C)(C)C 1-methyl-N-(2-(2-(neopentyloxy)pyrimidin-4-yl)-1H-pyrrolo[3,2-c]pyridin-6-yl)-1H-pyrazole-4-carboxamide